2-[(2Z)-4-(6-chloro-3-pyridinyl)-2-ethylimino-thiazolidin-3-yl]acetic acid ClC1=CC=C(C=N1)C1N(/C(/SC1)=N/CC)CC(=O)O